5-(N-(4-chloro-2-((N-(furan-2-ylmethyl)-3,3-dimethylureido)methyl)phenyl)-N-ethylsulfamoyl)-3-Methylbenzofuran-2-carboxylic acid ethyl ester C(C)OC(=O)C=1OC2=C(C1C)C=C(C=C2)S(N(CC)C2=C(C=C(C=C2)Cl)CN(C(=O)N(C)C)CC=2OC=CC2)(=O)=O